non-2-en CC=CCCCCCC